ClC1=C(C(=C(C=C1OC)OC)Cl)C1=CC2=C(N=C(N=C2)SC)C(=N1)NCC1OCCC1 6-(2,6-dichloro-3,5-dimethoxyphenyl)-2-(methylthio)-N-((tetrahydrofuran-2-yl)methyl)pyrido[3,4-d]pyrimidine-8-amine